NC1=NC(=CC(=N1)C1=CC=CC(=C1C#N)C)C=1N=NN(C1)CC1=NC(=CC=C1)C(C)C 6-(2-amino-6-{1-[(6-isopropyl-2-pyridinyl)methyl]-1H-1,2,3-triazol-4-yl}-4-pyrimidinyl)-2-methylbenzonitrile